NC1=NC(=CC2=C1C(NN=C2)=O)N2CCC(CC2)CCP(OCC2=CC=CC=C2)(OCC2=CC=CC=C2)=O dibenzyl (2-(1-(5-amino-4-oxo-3,4-dihydropyrido[3,4-d]pyridazin-7-yl)piperidin-4-yl)ethyl)phosphonate